CC1(COC1)CN[C@H]1[C@H](CCCC1)OC=1C=C2CN(C(C2=CC1)=O)C1C(NC(CC1)=O)=O 3-(5-(((1S,2R)-2-(((3-methyloxetan-3-yl)methyl)amino)cyclohexyl)oxy)-1-oxoisoindolin-2-yl)piperidine-2,6-dione